2-[3-Methyl-2-(methylimino)-4-oxo-1,3-thiazolan-5-yl]acetic acid CN1C(SC(C1=O)CC(=O)O)=NC